3-(8-fluoro-2-methyl-[1,2,4]triazolo[1,5-a]pyridin-6-yl)urea FC=1C=2N(C=C(C1)NC(N)=O)N=C(N2)C